N=1C=CN2C1C(CCC2)OC(=O)C2=CC1=C(N=C(O1)C1=CC(=CC(=C1)Cl)Cl)C=C2 2-(3,5-dichlorophenyl)benzo-[d]oxazole-6-carboxylic acid 5,6,7,8-tetrahydroimidazo[1,2-a]pyridin-8-yl ester